((9H-fluorene-9,9-diyl)bis(3,1-phenylene))bis(N-([1,1'-biphenyl]-4-yl)-[1,1'-biphenyl]-4-amine) C1=CC=CC=2C3=CC=CC=C3C(C12)(C=1C=C(C=CC1)C1=C(C=CC(=C1)NC1=CC=C(C=C1)C1=CC=CC=C1)C1=CC=CC=C1)C=1C=C(C=CC1)C1=C(C=CC(=C1)NC1=CC=C(C=C1)C1=CC=CC=C1)C1=CC=CC=C1